hexyl-(tetradecyl)phosphine chloride [Cl-].C(CCCCC)PCCCCCCCCCCCCCC